1-(azetidin-3-yl)-4-(4,4,5,5-tetramethyl-1,3,2-dioxaborolan-2-yl)-1H-pyrazole hydrochloride Cl.N1CC(C1)N1N=CC(=C1)B1OC(C(O1)(C)C)(C)C